5,6-dichloro-3-nitropyridin-2-amine ClC=1C=C(C(=NC1Cl)N)[N+](=O)[O-]